FC=1C=C(C=CC1)C1=CC(=CC=C1F)[C@@H]1N(OCC1)C1=CC(=NC=N1)NC=1C(=CC(=C(C1)NC(C=C)=O)N(C)CCN(C)C)OC (R)-N-(5-((6-(3-(3',6-difluoro-[1,1'-biphenyl]-3-yl)isoxazolidin-2-yl)pyrimidin-4-yl)amino)-2-((2-(dimethylamino)ethyl)(methyl)amino)-4-methoxyphenyl)acrylamide